N-[(2-aminoquinolin-7-yl)methyl]-N-[2-(1-hydroxyethyl)phenyl]acetamide NC1=NC2=CC(=CC=C2C=C1)CN(C(C)=O)C1=C(C=CC=C1)C(C)O